6-(5-chloro-2-fluorophenyl)pyridazine ClC=1C=CC(=C(C1)C1=CC=CN=N1)F